fluoro-2-methyl-[1,1'-biphenyl]-3-carboxylic acid FC1=C(C(=C(C=C1)C1=CC=CC=C1)C)C(=O)O